N-(4-(4-(3-methoxy-5-methylphenoxy)butyl)phenyl)piperazine-1-carboxamide hydrochloride Cl.COC=1C=C(OCCCCC2=CC=C(C=C2)NC(=O)N2CCNCC2)C=C(C1)C